C(C1=CC=CC=C1)OC(=O)NCC[C@@H](C(=O)N1[C@@H](CC[C@@H]1C=O)C(=O)[O-])NC(=O)OC(C)(C)C (2S,5r)-1-((S)-4-(((benzyloxy) carbonyl) amino)-2-((tert-butoxycarbonyl) amino) butanoyl)-5-formylpyrrolidine-2-carboxylate